C(CCCCCCC\C=C/CCCCCC)OCC(COCCCCCCCC)N(C)C 1-[(9Z)-hexadec-9-en-1-yloxy]-N,N-dimethyl-3-(octyloxy)propan-2-amine